Cl.NC(CO)(CO)CCC1=CC=C(C=C1)CCCCCCCC 2-amino-2-[2-(4-octylphenyl)ethyl]propane-1,3-diol, hydrochloride